C(OC(C)(C)C)(ON1CC2=CC=CC=C2C[C@H]1C1=CC=C2C=3C(=CC=NC13)N(C2=O)C2C(NC(CC2)=O)=O)=O tert-butyl ((3S)-3-(4-(2,6-dioxopiperidin-3-yl)-5-oxo-4,5-dihydropyrrolo[2,3,4-de]quinolin-8-yl)-3,4-dihydroisoquinolin-2(1H)-yl) carbonate